ethyl 2,2-difluoro-4,5-bis(4-fluorophenyl)-5-oxopentanoate FC(C(=O)OCC)(CC(C(=O)C1=CC=C(C=C1)F)C1=CC=C(C=C1)F)F